N-(4-{1-[(3,4-difluorophenyl)carbonyl]piperidin-4-yl}butyl)-1H-pyrrolo[3,2-c]pyridine-2-carboxamide FC=1C=C(C=CC1F)C(=O)N1CCC(CC1)CCCCNC(=O)C1=CC=2C=NC=CC2N1